1-methyl-Imidazole t-butyl-isonipecotate hydrochloride Cl.C(C)(C)(C)OC(C1CCNCC1)=O.CN1C=NC=C1